C1(CC1)COC1=NC=CC(=C1)C1=NOC(=N1)[C@H](C)NC(OC(C)(C)C)=O tert-butyl (S)-(1-(3-(2-(cyclopropylmethoxy)pyridin-4-yl)-1,2,4-oxadiazol-5-yl)ethyl)carbamate